C(C1=CC=CC=C1)OC(=O)N(C(OCC1=CC=CC=C1)=O)C1=CC2=C(C=N1)C=C(N2)I benzyl N-benzyloxycarbonyl-N-(2-iodo-1H-pyrrolo[3,2-c]pyridin-6-yl)carbamate